3-hydroxy-4-methoxy-N-(6-phenylquinolin-2-yl)picolinamide OC=1C(=NC=CC1OC)C(=O)NC1=NC2=CC=C(C=C2C=C1)C1=CC=CC=C1